C(=O)(O)C1C2C=CC(C1CC)C2 5-carboxy-6-ethylbicyclo[2.2.1]Hept-2-ene